C(#CC)C1=CC=C(N)C=C1 4-(prop-1-yn-1-yl)aniline